3-[5-(8-azabicyclo[3.2.1]oct-2-en-3-yl)-1-oxo-isoindolin-2-yl]piperidine-2,6-dione C12C=C(CC(CC1)N2)C=2C=C1CN(C(C1=CC2)=O)C2C(NC(CC2)=O)=O